O=[Si] oxo-silicon